C(C)OCCN1CCC(CC1)C=1C=C2C(=C(NC2=CC1)C1=CC(=NC=C1)OC)C(C)C 5-(1-(2-ethoxyethyl)piperidin-4-yl)-3-isopropyl-2-(2-methoxypyridin-4-yl)-1H-indole